C(C(=O)O)(=O)O.CN(CCCNCC1=CC=C(C=C1)C=1N=C(C2=C(N1)N(C=C2)C)C2=CC=C(C=C2)CNCCCN(C)C)C 2,4-bis{4-[(3-dimethylaminopropyl)aminomethyl]phenyl}-7-methyl-7H-pyrrolo[2,3-d]pyrimidine oxalate